methyl 4-[[1-[2-[3-[5-cyclopropylsulfanyl-2-(difluoromethoxy)phenyl]-4-(pyrazolo[1,5-a]pyrimidine-3-carbonylamino)pyrazol-1-yl]acetyl]-4-piperidyl]methyl]piperazine-1-carboxylate C1(CC1)SC=1C=CC(=C(C1)C1=NN(C=C1NC(=O)C=1C=NN2C1N=CC=C2)CC(=O)N2CCC(CC2)CN2CCN(CC2)C(=O)OC)OC(F)F